C(C=C)OC(=O)N[C@@H](CO)C(=O)O N-(allyloxycarbonyl)serine